C=C(C)CCCC(C)CC=O alpha-citronellal